COC=1C=C2C(=CC=NC2=CC1OC)OC1=CC=C(C=C1)NC(CC1=CC(=C(C=C1)OC)OC)=O N-(4-((6,7-dimethoxyquinolin-4-yl)oxy)phenyl)-2-(3,4-dimethoxyphenyl)acetamide